(1R,2S,5S)-N-{(1S)-1-cyano-2-[(3S)-2-oxopyrrolidin-3-yl]Ethyl}-6,6-dimethyl-3-[2-(2,2,2-trifluoroacetylamino)-3-(trifluoromethyl)pentanoyl]-3-azabicyclo[3.1.0]Hexane-2-carboxamide C(#N)[C@H](C[C@H]1C(NCC1)=O)NC(=O)[C@@H]1[C@H]2C([C@H]2CN1C(C(C(CC)C(F)(F)F)NC(C(F)(F)F)=O)=O)(C)C